3-(1-hydroxypropyl)-4-methylbenzoic acid OC(CC)C=1C=C(C(=O)O)C=CC1C